COCC(C)CC(=O)[O-] 2-methoxy-1-methylethylacetate